NC=1C(=C(C(=O)C2=CC=CC=C2)C=CC1OC=1C(=CC=CC1)C1=CC=CC=C1)N diamino-4-biphenyloxybenzophenone